N-(3,3-dimethyl-1,3-dihydroisobenzofuran-5-yl)-7-(8-methyl-2,3-dihydro-1H-pyrido[2,3-b][1,4]oxazin-7-yl)-5,6,7,8-tetrahydropyrido[3,4-d]pyrimidin-2-amine CC1(OCC2=CC=C(C=C12)NC=1N=CC2=C(N1)CN(CC2)C2=C(C1=C(OCCN1)N=C2)C)C